NC=1C=C(C=CC1)CCC(=O)NC=1C=C(CN2C(N(CC2)C=2C=C(C=NC2)NC2=CC=C(C=N2)C2=CC=C(C(=O)N(C)C)C=C2)=O)C=CC1 4-(6-((5-(3-(3-(3-(3-aminophenyl)propan-amido)benzyl)-2-oxoimidazolidin-1-yl)-pyridin-3-yl)amino)-pyridin-3-yl)-N,N-dimethylbenzamide